1-[4-(4-butyrylpiperazine-1-carbonyl)phenyl]-3-[(1r,3R,5S,7r)-3,5-dimethyladamantane-1-yl]urea C(CCC)(=O)N1CCN(CC1)C(=O)C1=CC=C(C=C1)NC(=O)NC12C[C@]3(C[C@](CC(C1)C3)(C2)C)C